(S)-3-(2-(2,4-difluoro-5-nitrophenoxy)ethyl)piperazine-1-carboxylic acid tert-butyl ester C(C)(C)(C)OC(=O)N1C[C@@H](NCC1)CCOC1=C(C=C(C(=C1)[N+](=O)[O-])F)F